CN1CCN(CC1)C=1C(=NC=CC1)N (4-methylpiperazin-1-yl)pyridin-2-amine